ClC1=CC(=C(C(=C1)C)C1=C(C2(NC1=O)CCC1(OCCO1)CC2)O)C 2-(4-Chloro-2,6-dimethyl-phenyl)-1-hydroxy-9,12-dioxa-4-azadispiro[4.2.48.25]tetradec-1-en-3-on